6-(2-(3-methylpyridin-2-ylamino)thiazol-4-yl)nicotinamide CC=1C(=NC=CC1)NC=1SC=C(N1)C1=NC=C(C(=O)N)C=C1